(Trans)-4-(7-fluoro-3,4-dihydroisoquinolin-2(1H)-yl)piperidin-3-ol FC1=CC=C2CCN(CC2=C1)[C@H]1[C@@H](CNCC1)O